COC1=NC=CC(=C1)NC1=C(C(=NN1)C1=CC=C(C=C1)NC(=O)N1CC(CC1)(C1=CC=CC=C1)C)C(=O)N 5-((2-methoxypyridin-4-yl)amino)-3-(4-(3-methyl-3-phenylpyrrolidine-1-carboxamido)phenyl)-1H-pyrazole-4-carboxamide